(R)-(4-(4-chloropyrazolo[1,5-a]pyridin-2-yl)-6,7-dihydro-1H-imidazo[4,5-c]pyridin-5(4H)-yl)(6-cyclopropylpyrazolo[1,5-a]pyridin-3-yl)methanone ClC=1C=2N(C=CC1)N=C(C2)[C@@H]2N(CCC1=C2N=CN1)C(=O)C=1C=NN2C1C=CC(=C2)C2CC2